1,1-difluorometh-anesulfonamide FC(S(=O)(=O)N)F